NC1=NC=CC=C1C1=NC=2C(=NC(=CC2)C2=CC=CC=C2)N1C=1C=CC(=NC1C)NC(=O)[C@@H]1CC[C@H](CC1)C(=O)O trans-4-((5-(2-(2-aminopyridin-3-yl)-5-phenyl-3H-imidazo[4,5-b]pyridin-3-yl)-6-methylpyridin-2-yl)carbamoyl)cyclohexane-1-carboxylic acid